2-[6-(5-Methoxypyridin-3-yl)pyrimidin-4-yl]-1H-benzimidazole trifluoroacetate salt FC(C(=O)O)(F)F.COC=1C=C(C=NC1)C1=CC(=NC=N1)C1=NC2=C(N1)C=CC=C2